CC1OC(C=CC1=O)O 2-methyl-6-hydroxy-2H-pyran-3(6H)-one